C(C1=CC=CC=C1)N1C(C2(CC1)CCC(CC2)C2=C1N(N=C2CN(CCNC)C)CC(C1)(F)F)=O 2-Benzyl-8-(5,5-difluoro-2-((methyl(2-(methylamino)ethyl)-amino)methyl)-5,6-dihydro-4H-pyrrolo-[1,2-b]pyrazol-3-yl)-2-azaspiro[4.5]decan-1-one